(+)-7-{1-[1-(2,3-Difluorophenyl)-1H-1,2,3-triazol-4-yl]propyl}-5-(4-methoxypyrimidin-5-yl)-7H-pyrrolo[2,3-d]pyrimidin-4-amine FC1=C(C=CC=C1F)N1N=NC(=C1)C(CC)N1C=C(C2=C1N=CN=C2N)C=2C(=NC=NC2)OC